3(2H)isothiazolone S1NC(C=C1)=O